N-{4-[(dimethylamino)methyl]benzene-sulfonyl}-2-[4-(1-methyl-1H-indazol-6-yl)-2,6-bis(propan-2-yl)phenyl]acetamide CN(C)CC1=CC=C(C=C1)S(=O)(=O)NC(CC1=C(C=C(C=C1C(C)C)C1=CC=C2C=NN(C2=C1)C)C(C)C)=O